C(C)OC(=O)C=1C(=NC(=NC1)SC)OCC(F)F 4-(2,2-difluoroethoxy)-2-(methylsulfanyl)pyrimidine-5-carboxylic acid ethyl ester